C(C(CC)O)(O)(O)O Butantetraol